cis-tert-butyl (R)-4-(3-(6-chloro-2-(trifluoromethyl)pyrimidin-4-yl)cyclobutyl)-3-(hydroxymethyl)piperazine-1-carboxylate ClC1=CC(=NC(=N1)C(F)(F)F)[C@H]1C[C@H](C1)N1[C@H](CN(CC1)C(=O)OC(C)(C)C)CO